COC1=CC(=C(C=C1)CC(=O)OCC)OCC1=C(OC2=C1C=C(C=C2)B2OC(C(O2)(C)C)(C)C)C ethyl 2-(4-methoxy-2-((2-methyl-5-(4,4,5,5-tetramethyl-1,3,2-dioxaborolan-2-yl) benzofuran-3-yl) methoxy) phenyl)-acetate